CC=1C=C(C=CC1C)C(C(C)SC1=NN=C2N1C=CN(C2=O)C2=CC=CC=C2)=O 3-{[1-(3,4-dimethylphenyl)-1-oxopropan-2-yl]sulfanyl}-7-phenyl-7H,8H-[1,2,4]triazolo[4,3-a]pyrazin-8-one